Cl.N[C@@H](CC(=O)OC)C=1C=C(C=CC1)C1=C(C=C(C=C1OCCCC=C)Br)C Methyl (S)-3-amino-3-(4'-bromo-2'-methyl-6'-(pent-4-en-1-yloxy)-[1,1'-biphenyl]-3-yl)propanoate hydrochloride